N-(1,1'-biphenyl-2-yl)-N-(3,3'',5',5''-tetra-tert-butyl-1,1':3',1''-terphenyl-5-yl)-9,9-dimethyl-9H-fluorene-2-amine C1(=C(C=CC=C1)N(C1=CC=2C(C3=CC=CC=C3C2C=C1)(C)C)C=1C=C(C=C(C1)C1=CC(=CC(=C1)C(C)(C)C)C1=CC(=CC(=C1)C(C)(C)C)C(C)(C)C)C(C)(C)C)C1=CC=CC=C1